C(CCC)N(C(CCOC)=O)C=1C=CC(=NC1)C1=NC=CC(=C1)C1=NOC(=N1)C(F)(F)F N-Butyl-3-methoxy-N-(4'-(5-(trifluoromethyl)-1,2,4-oxadiazol-3-yl)-[2,2'-bipyridin]-5-yl)propanamide